theophylline methyl-silanol-mannuronate O=C[C@@H](O)[C@@H](O)[C@H](O)[C@H](O)C(=O)O.C[SiH2]O.N1(C)C(=O)N(C)C=2N=CNC2C1=O